9-((1s,4s)-4-Hydroxy-4-methylcyclohexyl)-7-methyl-2-((7-methylcinnolin-6-yl)amino)-7,9-dihydro-8H-purin-8-on OC1(CCC(CC1)N1C2=NC(=NC=C2N(C1=O)C)NC=1C=C2C=CN=NC2=CC1C)C